1-(3-fluoro-5-(5-(3-(methylsulfonyl)phenyl)-1H-pyrazolo[3,4-b]pyridin-3-yl)phenyl)-3-(pyrimidin-5-yl)urea FC=1C=C(C=C(C1)C1=NNC2=NC=C(C=C21)C2=CC(=CC=C2)S(=O)(=O)C)NC(=O)NC=2C=NC=NC2